(3-benzyl-1-bromo-3-azabicyclo[3.1.0]hexane-6-yl)methylsulfonic acid methyl ester COS(=O)(=O)CC1C2CN(CC12Br)CC1=CC=CC=C1